6-(2,6-difluoro-4-(2-(methyl-d3)pyrazolo[1,5-a]pyridin-4-yl)benzyl)-6,7-dihydro-5H-pyrrolo[3,4-b]pyridin-5-one-7,7-d2 FC1=C(CN2C(C3=NC=CC=C3C2=O)([2H])[2H])C(=CC(=C1)C=1C=2N(C=CC1)N=C(C2)C([2H])([2H])[2H])F